4-((1-methylcyclopropyl)amino)-2-(methylthio)pyrido[4,3-d]pyrimidin-5(6H)-one CC1(CC1)NC=1C2=C(N=C(N1)SC)C=CNC2=O